C12(CC(C1)C2)N2N=NC(=C2)[C@H](C=2C(=NC(=CC2)F)C)N(C(OCOP(=O)(O)O)=O)C=2C=C1C(=C(C=NC1=C(C2)C#N)C#N)NCC(C)(C)C (Phosphonooxy)methyl (S)-((1-(bicyclo[1.1.1]pentan-1-yl)-1H-1,2,3-triazol-4-yl)(6-fluoro-2-methylpyridin-3-yl)methyl)(3,8-dicyano-4-(neopentylamino)quinolin-6-yl)carbamate